4'-biphenyldiacetaldehyde C=1(C(=CC=CC1)CC=O)C1=CC=C(C=C1)CC=O